COCCS(=O)(=O)CC1=CC=C(C=C1)NC=1N=CC2=C(N1)CN(CC2)C(=O)OC(C)(C)C tert-butyl 2-({4-[(2-methoxyethanesulfonyl) methyl] phenyl} amino)-5H,6H,7H,8H-pyrido[3,4-d]pyrimidine-7-carboxylate